4-methyl-2-benzhydryl-6-(1-trimethylsilylindenyl)dimethylsilyl-anisole CC1=C(C(=C(C(=C1)C=1C(C2=CC=CC=C2C1)[Si](C)(C)C)OC)C(C1=CC=CC=C1)C1=CC=CC=C1)[SiH](C)C